OC1CN(C1)C(=O)OC(C)(C)C tertiary butyl 3-hydroxyazetidin-1-carboxylate